BrC=1C=CC=2N(C3=CC=CC=C3C2C1)C1=CC=CC=2OC3=C(C21)C=CC=C3 3-bromo-9-(dibenzo[b,d]furan-1-yl)-9H-carbazole